C(C)C=1N=C(SC1)[C@H](CC1=CC=C(C=C1)NS(O)(=O)=O)NC(C(C)(C)C)=O (S)-4-(2-(4-Ethylthiazol-2-yl)-2-pivalamidoethyl)phenyl-sulfamic acid